diphenylmethanone O-(3-phenylpropanoyl) oxime C1(=CC=CC=C1)CCC(=O)ON=C(C1=CC=CC=C1)C1=CC=CC=C1